C[C@@H]1CN(CCN1C)C(=O)OC1=C(C=C2C(=CC=NC2=C1)OC1=CC=C(C=C1)NC(=O)C1(CC1)C(NC1=C(C=CC=C1)F)=O)OC 4-(4-(1-((fluorophenyl)carbamoyl)cyclopropane-1-carboxamido)phenoxy)-6-methoxyquinolin-7-yl (R)-3,4-dimethylpiperazine-1-carboxylate